(2S,4r)-1-[(2S)-2-(4-cyclopropyl-triazol-1-yl)-3,3-dimethyl-butyryl]-4-hydroxy-N-(imidazo[1,2-a]pyridin-7-ylmethyl)pyrrolidine-2-carboxamide C1(CC1)C=1N=NN(C1)[C@H](C(=O)N1[C@@H](C[C@H](C1)O)C(=O)NCC1=CC=2N(C=C1)C=CN2)C(C)(C)C